FC1=CC=C(C=C1)[C@]1(C[C@H]2[C@@H](N(OC2(C)C)C)[C@H](C1)C)C |r| Rac-(3as,5r,7s,7as)-5-(4-fluorophenyl)-1,3,3,5,7-pentamethyloctahydrobenzo[c]isoxazole